ClC=1C=C(C=CC1)SC=1N=NC(=C(C1C(=N)NO)C)C 3-[(3-Chlorophenyl)sulfanyl]-N-hydroxy-5,6-dimethylpyridazine-4-carboxamidine